1,3-Dimethyl-5-{4-[2-methyl-6-oxo-7-(2-trifluoromethyl-benzyl)-2,4,6,7-tetrahydro-pyrazolo[3,4-d]pyrimidin-5-yl]-piperidin-1-yl}-1H-pyrazole-4-carbonitrile CN1N=C(C(=C1N1CCC(CC1)N1C(N(C=2C(C1)=CN(N2)C)CC2=C(C=CC=C2)C(F)(F)F)=O)C#N)C